CC1=CC2=C(N(N=N2)C=O)C=C1 (5-methyl-1H-benzo[d][1,2,3]triazol-1-yl)methanone